FC(OC1=CC=C(C=C1)S(=O)(=O)N[C@@H]1C[C@H](C=2C=NNC2C1)C(F)(F)F)(F)F 4-(trifluoromethoxy)-N-((4R,6R)-4-(trifluoromethyl)-4,5,6,7-tetrahydro-1H-indazol-6-yl)benzenesulfonamide